Cl.FC1=CC=C(C=C1)C=1C(=C(C=NC1C)C(=O)NC1=CC=C(C=C1)OC1=CC=NC2=CC(=C(N=C12)C)C=1C=NC=CC1)O 5-(4-Fluorophenyl)-4-hydroxy-6-methyl-N-[4-[(6-methyl-7-pyridin-3-yl-1,5-naphthyridin-4-yl)oxy]phenyl]pyridine-3-carboxamide hydrochloride